C(C)(C)(C)OC(N([C@H](C)C1=C(C(=CC=C1)C(F)F)F)C=1C2=C(N=C(N1)C)NC(C(=C2)OCC2=CC=CC=C2)=O)=O (R)-(6-(benzyloxy)-2-methyl-7-oxo-7,8-dihydropyrido[2,3-d]pyrimidin-4-yl)(1-(3-(difluoromethyl)-2-fluorophenyl)ethyl)carbamic acid tert-butyl ester